FC1(CCN(CCC1)C1=CC=C(C(=C1C(=O)O)C)[N+](=O)[O-])F 6-(4,4-difluoroazepan-1-yl)-2-methyl-3-nitrobenzoic acid